C(=C)C1=CC2=CC=CC=C2C=C1 β-vinylnaphthalene